CN(CCCCNCCC)C N,N-dimethyl-N'-propyl-1,4-butandiamine